OC[C@@H](CC(C)C)NC1=NC(=NC(=N1)CC(C)C1=CC=C(C=C1)C(=O)N1CCOCC1)NS(=O)(=O)C N-(4-(((R)-1-hydroxy-4-methylpent-2-yl)amino)-6-(2-(4-(morpholin-4-carbonyl)phenyl)propyl)-1,3,5-triazin-2-yl)methanesulfonamide